CC=1N=C2N(C=C(N=C2)C2=CC(=CC=C2)C(F)(F)F)C1C1=CC=C(C=C1)O 4-[2-methyl-6-[3-(trifluoromethyl)phenyl]imidazo[1,2-a]pyrazin-3-yl]phenol